C(C=CC)[Pd] (crotyl)palladium